Azetidin-1-yl-4-cyclobutoxy-6-methylpyrimidine N1(CCC1)C1=NC(=CC(=N1)OC1CCC1)C